1-(2-(5-(3-fluoro-5-(trifluoromethyl)pyridin-4-yl)isoindolin-2-yl)-2-oxoethyl)-1H-1,2,4-triazole-3-carbonitrile FC=1C=NC=C(C1C=1C=C2CN(CC2=CC1)C(CN1N=C(N=C1)C#N)=O)C(F)(F)F